F[C@H]1CN(CC[C@H]1NC1=C2C=C(N(C2=CC=C1)CC(F)(F)F)C1=NOC(=N1)CNS(=O)(=O)C1=CC=CC=C1)C N-{[3-(4-{[(3S,4R)-3-fluoro-1-methylpiperidin-4-yl]amino}-1-(2,2,2-trifluoroethyl)-1H-indol-2-yl)-1,2,4-oxadiazol-5-yl]methyl}benzenesulfonamide